C(C)(C)(C)OC(=O)N1CCC(CC1)CN1C(CC(CC1)CN1CCN(CC1)C(=O)OCC1=CC=CC=C1)=O benzyl 4-[[1-[(1-tert-butoxycarbonyl-4-piperidyl)methyl]-2-oxo-4-piperidyl]methyl]piperazine-1-carboxylate